6-(1H-imidazol-1-yl)-4-methyl-N-(pyridin-3-yl)pyridineamide N1(C=NC=C1)C1=CC(=CC(=N1)C(=O)NC=1C=NC=CC1)C